2-chloro-5-(trichloromethyl)thiazole ClC=1SC(=CN1)C(Cl)(Cl)Cl